[Pd+2].[Fe+2] iron (2+) palladium (2+)